C1(CC1)N1N=CC(=C1C1=NC(=NO1)[C@@H]1C(C12CCN(CC2)S(=O)(=O)N)(F)F)C(F)(F)F (2R)-2-{5-[1-Cyclopropyl-4-(trifluoromethyl)-1H-pyrazol-5-yl]-1,2,4-oxadiazol-3-yl}-1,1-difluoro-6-azaspiro[2.5]octan-6-sulfonamid